CN([C@@H](C(C)C)C(=O)OCCCC)C(=O)[C@@H]1CN(CC1)C(C#CCN1CCOCC1)=O butyl N-methyl-N-((S)-1-(4-morpholinobut-2-ynoyl)pyrrolidine-3-carbonyl)-L-valinate